3-hydroxy-N-(2,6-dichlorophenyl)indole OC1=CN(C2=CC=CC=C12)C1=C(C=CC=C1Cl)Cl